[Al].ClC=1C(=NC(=NC1)N[C@@H]1CC[C@H](CC1)O)C=1C=C2C(=NC1)CN(C2=O)[C@@H](C(=O)N[C@H](CO)C2=CC(=CC=C2)C)C (2R)-2-[3-(5-chloro-2-{[trans-4-hydroxycyclohexyl]amino}pyrimidin-4-yl)-5-oxo-5H,6H,7H-pyrrolo[3,4-b]pyridin-6-yl]-N-[(1S)-2-hydroxy-1-(3-methylphenyl)ethyl]propionamide aluminum